COC=1C=C2C=CN=C(C2=CC1)CO (6-Methoxyisoquinolin-1-yl)methanol